2-(5-{[(2S)-oxolan-2-yl]methyl}-1,3,4-thiadiazol-2-yl)-5-[4-(trifluoromethoxy)benzene-1-sulfonyl]pyridin-3-amine O1[C@@H](CCC1)CC1=NN=C(S1)C1=NC=C(C=C1N)S(=O)(=O)C1=CC=C(C=C1)OC(F)(F)F